FC=1C(=NC=CC1CC=1C(OC2=CC(=CC=C2C1C)OC1=NC=CC=C1F)=O)NS(NC)(=O)=O 3-[[3-fluoro-2-(methylsulfamoylamino)-4-pyridinyl]methyl]-7-[(3-fluoro-2-pyridinyl)oxy]-4-methyl-chromen-2-one